N-[4-(2-methyl-1H-indol-3-yl)thiazol-2-yl]Acetamide CC=1NC2=CC=CC=C2C1C=1N=C(SC1)NC(C)=O